C(C)OC(=O)C1(C(=CCC1)C)C 1,2-dimethyl-2-cyclopentene-1-carboxylic acid ethyl ester